5-(5-(trifluoromethyl)pyrimidin-2-yl)-4,5,6,7-tetrahydro-1H-imidazo[4,5-c]pyridine FC(C=1C=NC(=NC1)N1CC2=C(CC1)NC=N2)(F)F